N1(C=NC=C1)CCCNC(=O)[C@H]1N([C@H]2C[C@]2(C1)C)C(CNC(CCCOC1=CC=CC=C1)=O)=O (1S,3S,5S)-N-(3-(1H-imidazol-1-yl)propyl)-5-methyl-2-((4-phenoxybutanoyl)glycyl)-2-azabicyclo[3.1.0]hexane-3-carboxamide